[3-(4,5-dihydro-1,2-oxazol-3-yl)-4-methylsulfonyl-2-methylphenyl](5-hydroxy-1-methylpyrazol-4-yl)methanone O1N=C(CC1)C=1C(=C(C=CC1S(=O)(=O)C)C(=O)C=1C=NN(C1O)C)C